methyl 4-(2-bromoacetyl)-benzoate BrCC(=O)C1=CC=C(C(=O)OC)C=C1